3-propyl-1H-pyrrole-2,5-dione C(CC)C=1C(NC(C1)=O)=O